4-(3-(3-chlorophenyl)-5-cyano-2-oxoimidazolidin-1-yl)isoquinoline-6-carbonitrile ClC=1C=C(C=CC1)N1C(N(C(C1)C#N)C1=CN=CC2=CC=C(C=C12)C#N)=O